C(C)(C)(C)OC(=O)NC(NC=1C=C(C(=O)O)C=CC1)=N 3-(3-(tert-butoxycarbonyl)guanidino)benzoic acid